aminotriethyleneglycol NC(COCCOCCO)O